(S)-octenylalanine C(=CCCCCCC)N[C@@H](C)C(=O)O